(S)-3-{4-[4-(Pyridin-3-yloxy)-piperidin-1-ylmethyl]-phenyl}-2,3-dihydro-[1,4]dioxino[2,3-b]pyridine N1=CC(=CC=C1)OC1CCN(CC1)CC1=CC=C(C=C1)[C@H]1COC=2C(=NC=CC2)O1